CC1=CC(=CN1S(=O)(=O)C)C(=O)N1[C@@H](CC1)C(=O)NC=1SC=C(N1)C=1C=C(C=CC1)C1=CC=C(C=C1)C=C (S)-1-(5-methyl-1-(methylsulfonyl)-1H-pyrrole-3-carbonyl)-N-(4-(4'-vinyl-[1,1'-biphenyl]-3-yl)thiazol-2-yl)azetidine-2-carboxamide